Benzyl (2,2-dimethyl-6-oxohexyl)(methyl)carbamate CC(CN(C(OCC1=CC=CC=C1)=O)C)(CCCC=O)C